C(C1=CC=CC=C1)N(C1C(N(CCC1)C1=CN=C(C=C1C(=O)OC)C1=CC(=C(C=C1)F)F)COCC1=CC=CC=C1)C(=O)OC methyl 5-(3-(benzyl(methoxycarbonyl)amino)-2-((benzyloxy)methyl) piperidin-1-yl)-2-(3,4-difluorophenyl)isonicotinate